cyclopropyl-4-fluoro-2-(4-(methylsulfonyl)phenyl)-6-(4-((6-(tetrahydro-2H-pyran-4-yl)-2,6-diazaspiro[3.3]heptan-2-yl)methyl)phenyl)-1H-benzo[d]imidazole C1(CC1)N1C(=NC2=C1C=C(C=C2F)C2=CC=C(C=C2)CN2CC1(C2)CN(C1)C1CCOCC1)C1=CC=C(C=C1)S(=O)(=O)C